[1-(trifluoromethyl)cyclopropyl]-1H-benzimidazol-5-amine FC(C1(CC1)N1C=NC2=C1C=CC(=C2)N)(F)F